CC1(C=C(CC1)C=1C=2N(N=C(C1)C=1C(NC(NC1)=O)=O)C=CC2F)C 5-(4-(3,3-dimethylcyclopent-1-en-1-yl)-5-fluoropyrrolo[1,2-b]pyridazine-2-yl)pyrimidine-2,4(1H,3H)-dione